ethyl-vinyl-pyrrolidone chloride [Cl-].C(C)C1C(N(CC1)C=C)=O